ClC1=CC=C(C=C1)C[C@@H](C(=O)OC)NC(=O)OC(C(F)(F)C1=CC(=CC=C1)Cl)C1=CC=CC=C1 methyl (2S)-3-(4-chlorophenyl)-2-(((2-(3-chlorophenyl)-2,2-difluoro-1-phenylethoxy) carbonyl)amino)propanoate